2-bromo-6-chloropyridin BrC1=NC(=CC=C1)Cl